2-((3-bromo-5-(trifluoromethoxy)benzyl)(tert-butoxycarbonyl)amino)pyrimidine-5-carboxylic acid BrC=1C=C(CN(C2=NC=C(C=N2)C(=O)O)C(=O)OC(C)(C)C)C=C(C1)OC(F)(F)F